4-isopropoxy-2-morpholinophenyl-acrylamide C(C)(C)OC1=CC(=C(C=C1)C(C(=O)N)=C)N1CCOCC1